tert-butyl 3-[(4,6-difluoro-1,3-benzothiazol-2-yl)carbamoyl]azepane-1-carboxylate FC1=CC(=CC2=C1N=C(S2)NC(=O)C2CN(CCCC2)C(=O)OC(C)(C)C)F